ClC1=CC(=CC=2CN(CCOC21)CC2=C(NC(N=C2)=O)F)N2C=CC1=CC(=CC=C21)F 5-{[9-chloro-7-(5-fluoroindol-1-yl)-3,5-dihydro-2H-1,4-benzoxazepin-4-yl]methyl}-4-fluoro-3H-pyrimidin-2-one